(R)-4-amino-N-methyl-N-(1-(6-(trifluoromethyl)pyridazin-3-yl)ethyl)imidazo[1,5-a]quinoxaline-8-formamide NC=1C=2N(C3=CC(=CC=C3N1)C(=O)N([C@H](C)C=1N=NC(=CC1)C(F)(F)F)C)C=NC2